CC1=NC(=NC(=C1)C)[Sn](CCCC)(CCCC)CCCC 4,6-dimethyl-2-(tributylstannyl)pyrimidine